BrC=1C=C(C=CC1)C1(CC2(CN(C2)S(=O)(=O)C)C1)C1=NN=CN1C 6-(3-bromophenyl)-2-methylsulfonyl-6-(4-methyl-1,2,4-triazol-3-yl)-2-azaspiro[3.3]heptane